tert-butyl N-[(2-fluorophenyl)-[(2S,5R)-5-isopropyl-3,6-dimethoxy-2,5-dihydropyrazin-2-yl]methyl]carbamate FC1=C(C=CC=C1)C(NC(OC(C)(C)C)=O)[C@@H]1N=C([C@H](N=C1OC)C(C)C)OC